ClC1=CC(=C(C(=O)NC2=C(C=CC(=C2)C#N)N2CCC(CC2)OC2=C(C=C(C=C2)F)F)C=C1Cl)OC 4,5-dichloro-N-(5-cyano-2-(4-(2,4-difluorophenoxy)piperidin-1-yl)phenyl)-2-methoxybenzamide